(3-((2-Chlorothiothieno[2,3-d]pyrimidin-4-yl)amino)-1H-pyrazol-5-yl)methanol ClSC=1N=C(C2=C(N1)SC=C2)NC2=NNC(=C2)CO